ClC1=CC=C2C=C(N(C2=C1)CC1=CC=C(C=C1)F)C=1OC=NN1 2-(6-chloro-1-(4-fluorobenzyl)-1H-indol-2-yl)-1,3,4-oxadiazole